CN1CCN(CC1)[C@@H]1CC[C@H](CC1)N1C=C(C2=C1N=CN=C2N)C2=CC=C(C=C2)OC2=CC=CC=C2 7-((trans)-4-(4-methylpiperazin-1-yl)cyclohexyl)-5-(4-phenoxyphenyl)-7H-pyrrolo[2,3-d]pyrimidin-4-amine